[N-]=[N+]=[N-].[NH4+].C1(=CC=CC=C1)[PH2](C1=CC=CC=C1)C1=CC=CC=C1.C1(=CC=CC=C1)[PH2](C1=CC=CC=C1)C1=CC=CC=C1 bis(triphenyl-phosphorane) ammonium azide